COC(=O)C1=CC(=NO1)OCC1=CC=C(C=C1)OC 3-[(4-Methoxyphenyl)methoxy]isoxazol-5-carboxylic acid methyl ester